FC(C1=CC=C(C=C1)C1NCCCC1)(F)F 2-[4-(trifluoromethyl)phenyl]hexahydropyridine